F[C@@H]1[C@@H](C1)C(=O)NC=1C=C2C(=CN1)N(C(=C2)C2=CC=C1C=NNC1=C2OC)C (1S,2S)-2-fluoro-N-(2-(7-methoxy-1H-indazol-6-yl)-1-methyl-1H-pyrrolo[2,3-c]pyridin-5-yl)cyclopropane-1-carboxamide